N(=[N+]=[N-])C(CCCNS(=O)(=O)C1=CC=C(C=C1)C)CC[Si](C1=CC=CC=C1)(C)C N-(4-azido-6-(dimethyl-(phenyl)silyl)hexyl)-4-methylbenzenesulfonamide